(±)-3-(3-fluoro-4-methoxyphenyl)-3-{5-[3-(5,6,7,8-tetrahydro-1,8-naphthyridin-2-yl)propyl]-1H-pyrazol-1-yl}propanoic acid FC=1C=C(C=CC1OC)[C@@H](CC(=O)O)N1N=CC=C1CCCC1=NC=2NCCCC2C=C1 |r|